1,2,3-trimethyl-1H-cyclopenta[b]benzofuran CC1C(=C(C=2OC3=C(C21)C=CC=C3)C)C